N-(6-bromo-2-fluoro-3-pyridinyl)methanesulfonamide tert-butyl-[cis-4-hydroxypyrrolidin-3-yl]carbamate C(C)(C)(C)N(C(O)=O)[C@@H]1CNC[C@@H]1O.BrC1=CC=C(C(=N1)F)NS(=O)(=O)C